(R)-N-(5-(5-methyl-1,2,4-oxadiazol-3-yl)-2,3-dihydro-1H-inden-1-yl)-1H-pyrazole-4-carboxamide CC1=NC(=NO1)C=1C=C2CC[C@H](C2=CC1)NC(=O)C=1C=NNC1